2,4-dioxo-3,4-dihydro-2H-pyran O=C1OC=CC(C1)=O